C1(=CC=CC=C1)CC#CO 3-phenyl-1-propyn-1-ol